CSC1=CC(=NC=N1)C1=CN=C2N1N=C(C=C2)C(F)(F)F 3-(6-Methylthiopyrimidin-4-yl)-6-(trifluoromethyl)imidazo[1,2-b]Pyridazine